C(C)C1C(NC2=CC(=CN=C2C1)CO)=O 3-ethyl-7-(hydroxymethyl)-3,4-dihydro-1H-1,5-naphthyridin-2-one